N-(2,4-Dinitrophenyl)-L-leucine, 2-(naphthalen-2-yl)-2-oxoethyl ester [N+](=O)([O-])C1=C(C=CC(=C1)[N+](=O)[O-])N[C@@H](CC(C)C)C(=O)OCC(=O)C1=CC2=CC=CC=C2C=C1